ClC1=NC2=C(N1CC=1N=CC(=NC1)C#N)C=C(C=C2)C(F)(F)F 5-((2-chloro-6-(trifluoromethyl)-1H-benzo[d]imidazol-1-yl)methyl)pyrazine-2-carbonitrile